FC1=C(OC2=C3C(=NC=C2)N(C=C3C3=CC=C(OCC#N)C=C3)COCC[Si](C)(C)C)C(=CC(=C1)[N+](=O)[O-])F {4-[4-(2,6-difluoro-4-nitrophenoxy)-1-{[2-(trimethylsilyl)ethoxy]methyl}-1H-pyrrolo[2,3-b]pyridin-3-yl]phenoxy}acetonitrile